4'-((3,5-dimethylisoxazol-4-yl)methoxy)-N-(4-(thiophen-2-yl)thiazol-2-yl)-[1,1'-biphenyl]-4-carboxamide CC1=NOC(=C1COC1=CC=C(C=C1)C1=CC=C(C=C1)C(=O)NC=1SC=C(N1)C=1SC=CC1)C